BrC1=C(C=C2C(=NC(=NC2=C1F)OCC12CCCN2CC(C1)=C)N1C[C@H]2C[C@H]([C@@H](C1)C2)O[Si](C)(C)C(C)(C)C)F 7-bromo-4-((1R,5R,6R)-6-((tert-butyldimethylsilyl)oxy)-3-azabicyclo[3.2.1]octan-3-yl)-6,8-difluoro-2-((2-methylenetetrahydro-1H-pyrrolizin-7a(5H)-yl)methoxy)quinazoline